N=1CC(=CC=CC1)C(=O)OC(C)(C)C tert-butyl azepin-3(2H)-carboxylate